C1(=CC=CC2=CC=CC=C12)C1=CC=C(N(C2=CC=C(C=C2)N)C2=CC=C(C=C2)N)C=C1 4-naphthyl-N,N-bis(4-aminophenyl)aniline